1-(3-Bromophenyl)-3-((5-(5-(difluoromethyl)-1,3,4-oxadiazol-2-yl)pyridin-2-yl)methyl)-5,5-dimethylimidazolidine-2,4-dione BrC=1C=C(C=CC1)N1C(N(C(C1(C)C)=O)CC1=NC=C(C=C1)C=1OC(=NN1)C(F)F)=O